ClC=1C=C(C(=NC1)N1C([C@@H](N(C(C1)=O)CC1=CC=C(C=C1)F)C1COC1)=O)F (S)-1-(5-chloro-3-fluoropyridin-2-yl)-4-(4-fluorobenzyl)-3-(oxetan-3-yl)piperazine-2,5-dione